C(=O)(O)NC1=NC(NC=C1C(=O)O)=O carboxy(5-carboxylcytosine)